FC1=C(C2=C(C(=N1)OC)N=C(S2)NC(=O)N2C[C@@]1(CCOC1)CC2)N2CCOCC2 (5S)-N-[6-fluoro-4-methoxy-7-(morpholin-4-yl)-[1,3]thiazolo[4,5-c]pyridin-2-yl]-2-oxa-7-azaspiro[4.4]nonane-7-carboxamide